ClC=1C(=NC=CC1OC=1C=CC(=NC1)NC(=O)C1=NN(C=C(C1=O)C1=CC=C(C=C1)F)C1CC1)N=C(C1=CC=CC=C1)C1=CC=CC=C1 N-(5-((3-chloro-2-((diphenylmethylene)amino)pyridin-4-yl)oxy)pyridin-2-yl)-1-cyclopropyl-5-(4-fluorophenyl)-4-oxo-1,4-dihydropyridazine-3-carboxamide